FC1=CC=C(C=C1)NC(=O)C=1C(CN(CC1O)C(=O)OC(C)(C)C)=O tertiary-butyl 4-((4-fluorophenyl)carbamoyl)-5-hydroxy-3-oxo-3,6-dihydropyridine-1(2H)-carboxylate